(2-(4-(5'-(cyclopropylcarbamoyl)-2'-methyl-[1,1'-biphenyl]-4-carbonyl) phenoxy) ethyl) (4-nitrophenyl) carbonate C(OCCOC1=CC=C(C=C1)C(=O)C1=CC=C(C=C1)C1=C(C=CC(=C1)C(NC1CC1)=O)C)(OC1=CC=C(C=C1)[N+](=O)[O-])=O